tercaffeine N1(CC(N2C(=O)N(C)C=3N=CN(C)C3C2=O)CN2C(=O)N(C)C=3N=CN(C)C3C2=O)C(=O)N(C)C=2N=CN(C)C2C1=O